CC=1OC=CC1SCCC(=O)OCCO 2-hydroxyethyl 3-((2-methylfuran-3-yl)thio)propanoate